5-(4-methylpiperazin-1-yl)-9H-pyrido[3,4-b]indole-1-carboxamide CN1CCN(CC1)C1=C2C3=C(NC2=CC=C1)C(=NC=C3)C(=O)N